CC1OC=2C=C(C=C(C2C(C1)C(=C(C)C)CC)O)CCCCC 2-Methyl-4-(2-methylpent-2-en-3-yl)-7-pentyl-3,4-dihydro-2H-chromen-5-ol